Methyl 3-fluoro-4-[5-(2-fluoro-1,1-dimethyl-ethyl)-1,3,4-oxadiazol-2-yl]benzoate FC=1C=C(C(=O)OC)C=CC1C=1OC(=NN1)C(CF)(C)C